(3,6-dihydro-2H-pyran-4-yl)-2-(2-fluorophenyl)-4(s)-(m-tolyl)-1H-imidazole O1CCC(=CC1)N1C(=NC(=C1)C=1C=C(C=CC1)C)C1=C(C=CC=C1)F